N-((1,2,3,5,6,7-Hexahydro-s-indacen-4-yl)carbamoyl)-1-methyl-5-((methyl(1-methylazetidin-3-yl)amino)methyl)-1H-pyrazole-3-sulfonamide, Sodium Salt [Na].C1CCC2=C(C=3CCCC3C=C12)NC(=O)NS(=O)(=O)C1=NN(C(=C1)CN(C1CN(C1)C)C)C